C(C)(C)(C)OC(=O)N1CC(CC1)C(=O)O (tert-butoxycarbonyl)pyrrolidine-3-carboxylic acid